ClC1=C(C(=CC(=C1)\C=C\C1=CC=C(C=C1)OC)Cl)Cl (E)-1,2,3-trichloro-5-(4-methoxystyryl)benzene